5-chloro-2-(4-methylpiperazin-1-yl)pyridin-4-amine ClC=1C(=CC(=NC1)N1CCN(CC1)C)N